C=1(S)C(O)=CC=CC1 thiocatechol